ClC=1C(=NC(=NC1)NC1=CC(=CC(=C1)CN1C[C@H](N[C@@H](C1)C)C)C1CC1)C1=CNC2=CC(=CC=C12)C 5-chloro-N-(3-cyclopropyl-5-(((3r,5r)-3,5-dimethylpiperazin-1-yl)methyl)-phenyl)-4-(6-methyl-1H-indol-3-yl)pyrimidin-2-amine